N1=CC=C(C=C1)NC(=O)C1=CC2=C(S1)C=CC=C2 N-(pyridin-4-yl)benzo[b]-thiophene-2-carboxamide